C(CC)(=O)[O-].[Sn+2].C(CC)(=O)[O-] tin (II) propionate